3-(4-(3-(3-amino-6-(2-(methoxymethoxy)phenyl)pyridazin-4-yl)-3,8-diazabicyclo[3.2.1]octan-8-yl)pyridin-2-yl)prop-2-yn-1-yl methanesulfonate CS(=O)(=O)OCC#CC1=NC=CC(=C1)N1C2CN(CC1CC2)C2=C(N=NC(=C2)C2=C(C=CC=C2)OCOC)N